N-(2-((2-(dimethylamino)ethyl)(ethyl)amino)-5-((4-(1-methyl-1H-indol-3-yl)-5,6-dihydrofuro[2,3-d]pyrimidin-2-yl)amino)phenyl)acetamide CN(CCN(C1=C(C=C(C=C1)NC=1N=C(C2=C(N1)OCC2)C2=CN(C1=CC=CC=C21)C)NC(C)=O)CC)C